CN1N=CC(=C1)CN1C=2N(C3=CC=C(C=C3C1=O)S(=O)(=O)NC1(CC1)C)[C@@H](CN2)C#CC (R)-4-((1-methyl-1H-pyrazol-4-yl)methyl)-N-(1-methylcyclopropyl)-5-oxo-1-(prop-1-yn-1-yl)-1,2,4,5-tetrahydroimidazo[1,2-a]quinazoline-7-sulfonamide